BrC1=NC(=CC=C1)C=1N=NN(C1)C 2-bromo-6-(1-methyltriazol-4-yl)pyridine